Ethyl (3S)-3-((tert-butoxycarbonyl)amino)-3-(5-cyclopropyl-2,4-difluoro-2'-hydroxy-4',6'-dimethyl-[1,1'-biphenyl]-3-yl)propanoate C(C)(C)(C)OC(=O)N[C@@H](CC(=O)OCC)C=1C(=C(C=C(C1F)C1CC1)C1=C(C=C(C=C1C)C)O)F